5-cyano-N-(3-cyclopropyl-1H-indazol-5-yl)-3,4-dimethyl-6-(trifluoromethyl)picolinamide C(#N)C=1C(=C(C(=NC1C(F)(F)F)C(=O)NC=1C=C2C(=NNC2=CC1)C1CC1)C)C